CC1=CSC=2N=CN=CC21 5-methylthieno[2,3-d]pyrimidin